[C@H]12CN(C[C@H](CC1)N2)C=2C1=C(N=C(N2)OCC23CCCN3CCC2)CN(CC1)C1=C(C(=CC=C1)C)C(F)(F)F 4-((1R,5S)-3,8-diazabicyclo[3.2.1]octan-3-yl)-7-(3-methyl-2-(trifluoromethyl)phenyl)-2-((tetrahydro-1H-pyrrolizin-7a(5H)-yl)methoxy)-5,6,7,8-tetrahydropyrido[3,4-d]pyrimidine